CN1C=NC2=C1C=CC(=C2)O 1-Methyl-1H-benzimidazol-5-ol